6-(4-(4-Fluorophenyl)-1-methyl-1H-imidazol-5-yl)-1-methyl-1H-benzo[d]imidazole FC1=CC=C(C=C1)C=1N=CN(C1C=1C=CC2=C(N(C=N2)C)C1)C